C(CN)N.C(CCCCCCCCCCC)C1=C(C=CC=C1)S(=O)(=O)O dodecyl-benzenesulfonic acid ethylenediamine salt